1-(phenylsulfonyl)-4-(pyrrolidin-3-yl-amino)-1H-pyrrolo[2,3-b]pyridin-5-carbonitrile C1(=CC=CC=C1)S(=O)(=O)N1C=CC=2C1=NC=C(C2NC2CNCC2)C#N